FC=1C=C(CNC=2C=C3C(=NNC3=CC2)/C=C/C(=O)N)C=C(C1)F (E)-3-(5-((3,5-difluorobenzyl)amino)-1H-indazol-3-yl)acrylamide